(2r,3s)-2-(3-(4,5-dichloro-1H-benzo[d]imidazol-1-yl)propyl)piperidin-3-ol di-oxalate C(C(=O)O)(=O)O.C(C(=O)O)(=O)O.ClC1=C(C=CC=2N(C=NC21)CCC[C@H]2NCCC[C@@H]2O)Cl